C(C(C)C)OC(CC1=CC(=C(C=C1)O)OC)=O 2-(4-Hydroxy-3-methoxy-phenyl)acetic acid isobutyl ester